C(C1=CC=CC=C1)NC(=O)N1[C@@H](CCC1)C1=NC(=NO1)CCCC1=CC=CC=C1 (S)-N-benzyl-2-(3-(3-phenylpropyl)-1,2,4-oxadiazol-5-yl)pyrrolidine-1-carboxamide